3,3'-diiodo-thyronine IC=1C=C(C[C@H](N)C(=O)O)C=CC1OC1=CC(=C(C=C1)O)I